bis(neodecanoyloxy)dioctylstannane C(CCCCCC(C)(C)C)(=O)O[Sn](CCCCCCCC)(CCCCCCCC)OC(CCCCCC(C)(C)C)=O